aminomethyl-propane-1,3-diol NCC(CCO)O